N1=C2C(=CC=C1C1=CN(C3=CN=C(C=C31)NC(C)=O)C)COC23COCC3 N-(3-(4,5-Dihydro-2H,5'H-Spiro[Furan-3,7'-Furo[3,4-b]Pyridin]-2'-yl)-1-Methyl-1H-Pyrrolo[2,3-c]Pyridin-5-yl)Acetamide